cis-3-(3-((tert-butyldimethylsilyl)oxy)propoxy)-5-methyl-1-(2-methyltetrahydro-2H-pyran-4-yl)-4-nitro-1H-pyrazole [Si](C)(C)(C(C)(C)C)OCCCOC1=NN(C(=C1[N+](=O)[O-])C)[C@@H]1C[C@@H](OCC1)C